6-(5-amino-1-(1-(but-2-ynyl)piperidin-3-yl)imidazo[1,5-c]pyrimidin-3-yl)-N-(pyridin-2-yl)nicotinamide 3-hydroxyhexadecanoat OC(CC(=O)O)CCCCCCCCCCCCC.NC1=NC=CC=2N1C(=NC2C2CN(CCC2)CC#CC)C2=NC=C(C(=O)NC1=NC=CC=C1)C=C2